2-(5-(2-((2,3-dihydro-1H-inden-2-yl)amino)-4-(trifluoromethyl)pyrimidin-5-yl)-1,3,4-oxadiazol-2-yl)acetic acid C1C(CC2=CC=CC=C12)NC1=NC=C(C(=N1)C(F)(F)F)C1=NN=C(O1)CC(=O)O